BrC1=CC(=NN1C1CCC(CC1)(F)F)C(C)(C)C 5-bromo-3-tert-butyl-1-(4,4-difluorocyclohexyl)pyrazole